NC=1N=C2N(C=C(C=C2)C2=C(C(=CC=C2)F)C)C1C(=O)C1CC1 (2-amino-6-(3-fluoro-2-methylphenyl)imidazo[1,2-a]pyridin-3-yl)(cyclopropyl)methanone